3,4-dihydroquinazoline N1=CNCC2=CC=CC=C12